(4-chlorotolyl)ethyl-ethoxysilane ClC1=CC(=C(C=C1)C)CC[SiH2]OCC